N-[6-[2-(butylamino)-2-oxo-ethoxy]-2-tricyclo[9.4.0.03,8]pentadeca-1(11),3(8),4,6,12,14-hexaenyl]-4-[4-(1-hydroxyethyl)-2-methoxy-5-nitrophenoxy]butanamide C(CCC)NC(COC=1C=CC=2C(C=3C=CC=CC3CCC2C1)NC(CCCOC1=C(C=C(C(=C1)[N+](=O)[O-])C(C)O)OC)=O)=O